C12(CC3CC(CC(C1)C3)C2)C2=CC(=CC=3C1=C(B(OC32)OC(C)C)C=CC=C1)[Si](C)(C)CCCC (4-(1-adamantyl)-6-isopropoxy-benzo[c][1,2]benzoxaborinin-2-yl)(butyl)dimethylsilane